NC1=CC=C2C(=N1)CC[C@H]2NC([C@H](C)NC(=O)[C@@H]2NCCC(=C2)C2=CC(=C(C=C2)F)C(F)(F)F)=O (R)-N-((S)-1-(((R)-2-amino-6,7-dihydro-5H-cyclopenta[b]pyridin-5-yl)amino)-1-oxopropan-2-yl)-4-(4-fluoro-3-(trifluoromethyl)phenyl)-1,2,5,6-tetrahydropyridine-2-carboxamide